6-(4-Fluoro-2-methyl-1H-indol-5-yl)-2,3-dimethoxy-5-oxo-5,6-dihydro-1,6-naphthyridine-8-carboxylic acid ethyl ester C(C)OC(=O)C1=CN(C(C=2C=C(C(=NC12)OC)OC)=O)C=1C(=C2C=C(NC2=CC1)C)F